COCCC1=CC(=NN1C1=CC=C(C=C1)OC(F)(F)F)N1CCNCC1 1-[5-(2-methoxyethyl)-1-[4-(trifluoromethoxy)phenyl]pyrazol-3-yl]piperazine